C1(CCCC1)NC1=CC=C(C=C1)C1NCC(CC1C(=O)NC1=CC(=C(C=C1)C)C(F)(F)F)O 2-[4-(cyclopentylamino)phenyl]-5-hydroxy-N-[4-methyl-3-(trifluoromethyl)-phenyl]piperidine-3-carboxamide